((5-(4-amino-7H-pyrrolo[2,3-d]pyrimidin-7-yl)-4-ethynyl-2-fluoro-3,4-dihydroxytetrahydrofuran-2-yl)methyl)triphosphoric acid NC=1C2=C(N=CN1)N(C=C2)C2C(C(C(O2)(F)COP(=O)(O)OP(=O)(O)OP(=O)(O)O)O)(O)C#C